FC1([C@H](C1)C=1N=C2N(C=C(C(=C2)OCC)C(=O)NC2=NC(=CC=C2)OC)C1)F 2-[(1R)-2,2-difluorocyclopropyl]-7-ethoxy-N-(6-methoxy-2-pyridyl)imidazo[1,2-a]pyridine-6-carboxamide